3-(1H-[1,2,3]Triazolo[4,5-b]pyridin-5-yl)-N-(5-phenyl-1,3,4-thiadiazol-2-yl)benzamide N1N=NC2=NC(=CC=C21)C=2C=C(C(=O)NC=1SC(=NN1)C1=CC=CC=C1)C=CC2